N-(3-(1-isopropylpiperidin-4-yl)-1-(pyridin-2-yl)-1H-pyrazol-5-yl)-6-(isoxazol-4-yl)picolinamide C(C)(C)N1CCC(CC1)C1=NN(C(=C1)NC(C1=NC(=CC=C1)C=1C=NOC1)=O)C1=NC=CC=C1